tert-butyl (R)-7-(4-(ethoxycarbonyl)-3-fluorophenoxy)-6-(2-hydroxyethoxy)-1-methyl-1-(2-oxo-2-(thiazol-2-ylamino)ethyl)-3,4-dihydroisoquinoline-2(1H)-carboxylate C(C)OC(=O)C1=C(C=C(OC2=C(C=C3CCN([C@@](C3=C2)(CC(NC=2SC=CN2)=O)C)C(=O)OC(C)(C)C)OCCO)C=C1)F